N-(3-((3-(methylamino)-1-phenylpropoxy)methyl)phenyl)-N-phenylacetamide CNCCC(OCC=1C=C(C=CC1)N(C(C)=O)C1=CC=CC=C1)C1=CC=CC=C1